5-(tert-butyl)-N-(2-methyl-4-(6-((tetrahydro-2H-pyran-4-yl)methyl)pyrrolo[2,1-f][1,2,4]triazin-4-yl)benzyl)-1,2,4-oxadiazole-3-carboxamide C(C)(C)(C)C1=NC(=NO1)C(=O)NCC1=C(C=C(C=C1)C1=NC=NN2C1=CC(=C2)CC2CCOCC2)C